tert-butyl (S)-3-(((benzyloxy) carbonyl) amino)-4-hydroxybutyrate C(C1=CC=CC=C1)OC(=O)N[C@@H](CC(=O)OC(C)(C)C)CO